COC(=O)[C@@H]1CC[C@@H](CC1)O Cis-4-hydroxycyclohexanecarboxylic acid methyl ester